(4R)-4-phenyl-4H,5H,6H-pyrrolo[1,2-b]pyrazole-3-carboxylic acid C1(=CC=CC=C1)[C@H]1CCN2N=CC(=C21)C(=O)O